FC=1C=C(C=C(C1F)F)C=1C(=C(C2=CC=CC=C2C1)C1=C(C(=CC2=CC=CC=C12)C1=CC(=C(C(=C1)F)F)F)CBr)CBr (S)-3,3'-bis(3,4,5-trifluorophenyl)-2,2'-bis(bromomethyl)-1,1'-binaphthyl